BrC=1C=C(C(=NC1)CN1C=CC=2C1=NC=C(C2)C(=O)NC2CC2)F (5-bromo-3-fluoropyridin-2-yl)methyl-N-cyclopropyl-1H-pyrrolo[2,3-b]pyridine-5-carboxamide